(S,E)-Methyl-(1-((1-((4-(2,4-difluorophenoxy)-1H-benzo[d]imidazol-2-yl)methyl)-2-oxo-1,2-dihydropyridin-3-yl)amino)-7-(dimethylamino)-1,7-dioxohept-5-en-2-yl)carbamat COC(N[C@H](C(=O)NC=1C(N(C=CC1)CC1=NC2=C(N1)C=CC=C2OC2=C(C=C(C=C2)F)F)=O)CC\C=C\C(=O)N(C)C)=O